ClC=1C=CC(=NC1C1=C(C=CC=C1C)C)NS(=O)(=O)C1=CC=CC(=N1)N1CCC(CC1)C(=O)O 1-(6-(N-(5-chloro-6-(2,6-dimethylphenyl)pyridin-2-yl)sulfamoyl)pyridin-2-yl)piperidine-4-carboxylic acid